Diphenyl-(Biphenyl) C1(=CC=CC=C1)C1=CC=C(C=C1)C1=CC=C(C=C1)C1=CC=CC=C1